C1(=CC=CC=C1)C(=CCN(C(=O)C1=NC2=CC=CC=C2N=C1)CCN1CCCC1)C1=CC=CC=C1 N-(3,3-diphenylallyl)-N-(2-(pyrrolidin-1-yl)ethyl)quinoxaline-2-carboxamide